FC(S(=O)(=O)N1CC(C1)NC(C1=CC=CC=C1)=O)F N-[1-(difluoromethylsulfonyl)azetidin-3-yl]Benzamide